di-tert-butyl (4-(hydroxymethyl)phenyl) phosphate P(=O)(OC(C)(C)C)(OC(C)(C)C)OC1=CC=C(C=C1)CO